N1N(C=NC=C1)C#N [1,2,4]Triazine-2-carbonitrile